6-(2-chloro-6-fluorophenyl)-3-fluoro-8-isopropyl-1,6-naphthyridin-5(6H)-one ClC1=C(C(=CC=C1)F)N1C(C=2C=C(C=NC2C(=C1)C(C)C)F)=O